C(C)(C)(C)OC(=O)N[C@@H](CC(=O)OCC)C1=C(C=CC(=C1)B1OC(C(O1)(C)C)(C)C)F Ethyl (S)-3-((tert-butoxycarbonyl)amino)-3-(2-fluoro-5-(4,4,5,5-tetramethyl-1,3,2-dioxaborolan-2-yl)phenyl)propanoate